4-bromo-3-(1-phenylvinyl)pyridin-2-amine BrC1=C(C(=NC=C1)N)C(=C)C1=CC=CC=C1